(3,3-difluoroazetidin-1-yl)(5-methyl-6-(3-(1-methyl-1H-pyrazol-5-yl)-7,8-dihydro-1,6-naphthyridin-6(5H)-yl)pyridazin-3-yl)methanone FC1(CN(C1)C(=O)C=1N=NC(=C(C1)C)N1CC=2C=C(C=NC2CC1)C1=CC=NN1C)F